COC(C1=C(C=C(C(=C1)Cl)OC)CBr)=O 2-(bromomethyl)-5-chloro-4-methoxybenzoic acid methyl ester